(S)-(3,5-difluoro-4-isopropylphenyl)(phenyl)methylammonium chloride [Cl-].FC=1C=C(C=C(C1C(C)C)F)[NH2+]CC1=CC=CC=C1